N-(7-methoxy-2-methylhept-2-en-1-ylidene)hydroxylamine COCCCCC=C(C=NO)C